octahydro-6H-furo[3,4-d]azepine C1OCC2C1CCNCC2